C(CCC)C1=NC2(C(N1CC1=CC(=C(C=C1)C=1C(=CC=CC1)S(=O)(=O)NC1=NOC(=C1Cl)C)C([2H])OCC)=O)CCCC2 4'-((2-butyl-4-oxo-1,3-diazaspiro[4.4]non-1-en-3-yl)methyl)-N-(4-chloro-5-methylisoxazol-3-yl)-2'-(ethoxydeuteromethyl)-[1,1'-biphenyl]-2-sulfonamide